CN(CCC)C N,N-dimethyl-1-propanamin